2-Amino-7-fluoro-4-(5-fluoro-3-((2S,3S)-3-(((R)-2-hydroxypropyl)(methyl)amino)-2-methylpyrrolidin-1-yl)-7,9-dihydrofuro[3,4-f]quinazolin-6-yl)thieno[3,2-c]pyridine-3-carbonitrile NC1=C(C=2C(=NC=C(C2S1)F)C=1C2=C(C=3C=NC(=NC3C1F)N1[C@H]([C@H](CC1)N(C)C[C@@H](C)O)C)COC2)C#N